CC(C(=O)OCC(N(C)CC(N(C)C(CC1=CC2=C(OCO2)C=C1)C)=O)=O)(C)C [{{[2-(2H-1,3-Benzodioxol-5-yl)-1-methylethyl]-N-methylcarbamoyl}methyl}-N-methylcarbamoyl]methyl 2,2-dimethylpropionate